CS(=O)(=O)N1CCC(CC1)NC1=NC=C(C(=N1)C=1N=CN(C1)C1=C(C=C(CN2CC(C2)O)C=C1)C(F)(F)F)C(F)(F)F 1-(4-(4-(2-((1-(Methyl-sulfonyl)piperidin-4-yl)amino)-5-(trifluoromethyl)pyrimidin-4-yl)-1H-imidazol-1-yl)-3-(trifluoromethyl)benzyl)azetidin-3-ol